tris(fluorophenyl)sulfonium FC1=C(C=CC=C1)[S+](C1=C(C=CC=C1)F)C1=C(C=CC=C1)F